(2S)-2-[[2-(3-methyl-4-methylsulfonyl-anilino)-5-(1-methyltetrazol-5-yl)pyrimidin-4-yl]amino]-2-phenyl-ethanol CC=1C=C(NC2=NC=C(C(=N2)N[C@H](CO)C2=CC=CC=C2)C2=NN=NN2C)C=CC1S(=O)(=O)C